3,4-Dimethylbenzene CC=1C=CC=CC1C